N-methyl-acryloyl-2-phenyl-benzimidazole CN1C(=NC2=C1C=CC=C2C(C=C)=O)C2=CC=CC=C2